6-fluoro-4-nitro-1,3-thiazol-2-ylmethyleneamino-3H-isobenzofuran-1-one FC1=CC=C2C(OC(C2=C1)=O)N=CC=1SC=C(N1)[N+](=O)[O-]